4-(((4-(2,6-dioxopiperidin-3-yl)benzyl)(methyl)amino)methyl)-N-(4-methyl-3-((4-(pyridin-3-yl)pyrimidin-2-yl)amino)phenyl)benzamide O=C1NC(CCC1C1=CC=C(CN(C)CC2=CC=C(C(=O)NC3=CC(=C(C=C3)C)NC3=NC=CC(=N3)C=3C=NC=CC3)C=C2)C=C1)=O